CNC(=O)C1=CC=C(C=C1)C=1N=C2SC3=C(N2C1)C=CC(=C3)C(=O)NCC3OCCC3 2-(4-(Methylcarbamoyl)phenyl)-N-((tetrahydrofuran-2-yl)methyl)benzo[d]imidazo[2,1-b]thiazole-7-carboxamide